3-{4-[(phenylsulfanyl)methyl]phenyl}-5-(trifluoromethyl)-4,5-dihydro-1,2-oxazole C1(=CC=CC=C1)SCC1=CC=C(C=C1)C1=NOC(C1)C(F)(F)F